C1(=CC=CC=C1)C(C(=O)NC(C(=O)O)CC1=CC=C(C=C1)Cl)=C 2-phenylpropenamido-3-(4-chlorophenyl)-propionic acid